C(C=C)(=O)N1CC2(C1)CCN(CC2)C=2C1=C(N(C(N2)=O)C=2C(=NC=CC2C)C(C)C)N=C(C(=C1)C#N)C1=C(C=CC=C1)OC (2-acryloyl-2,7-diazaspiro[3.5]nonan-7-yl)-1-(2-isopropyl-4-methylpyridin-3-yl)-7-(2-methoxyphenyl)-2-oxo-1,2-dihydropyrido[2,3-d]pyrimidine-6-carbonitrile